ClC1=CC=NC2=CC(=C(C=C12)OC)OCC#N 2-((4-Chloro-6-methoxyquinolin-7-yl)oxy)acetonitrile